3-(2-((2-(4-(3,3-dimethylbutanoyl)-3-hydroxy-2-methylphenoxy)ethyl)(methoxycarbonyl)amino)ethoxy)-4-methoxybenzoic acid CC(CC(=O)C1=C(C(=C(OCCN(CCOC=2C=C(C(=O)O)C=CC2OC)C(=O)OC)C=C1)C)O)(C)C